C[C@H]1OCC[C@H](C1)N1C(=NC=2C=NC=3C=CC(=CC3C21)C#N)CC2=NC=C(N=C2)C(F)(F)F 1-[(2r,4r)-2-methyltetrahydro-2H-pyran-4-yl]-2-{[5-(trifluoromethyl)pyrazin-2-yl]methyl}-1H-imidazo[4,5-c]quinoline-8-carbonitrile